2-Bromo-1,1-dimethoxy-ethane BrCC(OC)OC